FC(C(=O)O)(F)F.N1CC(C1)N1C=C(C=2C1=CN=C(C2)NC(C)=O)C2=NC(=NC(=C2)C)C(C)(F)F N-(1-(azetidin-3-yl)-3-(2-(1,1-difluoroethyl)-6-methylpyrimidin-4-yl)-1H-pyrrolo[2,3-c]pyridin-5-yl)acetamide trifluoroacetate